2-(1H-Indol-3-yl-2,4,5,6,7-d5)-N,N-bis(methyl-d3)ethan-1-amine N1C(=C(C2=C(C(=C(C(=C12)[2H])[2H])[2H])[2H])CCN(C([2H])([2H])[2H])C([2H])([2H])[2H])[2H]